FC1(CC(C1)CN1N=C(C(=C1C)C)[N+](=O)[O-])F 1-((3,3-difluorocyclobutyl)methyl)-4,5-dimethyl-3-nitro-1H-pyrazole